4-bromo-2-(1,1-difluoroethyl)thiazole BrC=1N=C(SC1)C(C)(F)F